(4-bromophenyl)methoxy-4-[[(tert-butoxyl)carbonyl]amino]hexanoate BrC1=CC=C(C=C1)COC(C(=O)[O-])CC(CC)NC(=O)OC(C)(C)C